3-((2-methoxy-4-nitrophenoxy)methyl)pyridine Tert-butyl-N-[(3R)-pyridin-3-yl]carbamate C(C)(C)(C)OC(NC=1C=NC=CC1)=O.COC1=C(OCC=2C=NC=CC2)C=CC(=C1)[N+](=O)[O-]